FC(C(=O)O)(F)F.FC(C(=O)O)(F)F.C[C@]12CC(C[C@](CC1)(N2)C)N(C=2N=NC(=CN2)C2=C(C=C(C=C2)N2N=CC=N2)O)C 2-(3-{[(1r,3s,5s)-1,5-dimethyl-8-azabicyclo[3.2.1]oct-3-yl](methyl)amino}-1,2,4-triazin-6-yl)-5-(2H-1,2,3-triazol-2-yl)phenol bistrifluoroacetate